FC(C1=NNC=N1)F 3-(difluoromethyl)-1,2,4-triazole